C(#N)N=C(OC1=CC=CC=C1)OC1=CC=CC=C1 cyano(diphenoxymethylene)amine